(5,5-dimethyl)pentamethylene glycol CC(CCCCO)(C)O